7-Chloro-5H-thiazolo[5',4':5,6]pyrano[4,3-b]pyridine ClC=1C=C2C(=NC1)C1=C(OC2)N=CS1